N-(2-((1r,3r,5r,7r)-adamantan-2-ylamino)ethyl)-4-(4-chloro-phenyl)-5-(2,4-dichloro-phenyl)-3-methyl-1H-pyrrole-2-carboxamide C12C(C3CC(CC(C1)C3)C2)NCCNC(=O)C=2NC(=C(C2C)C2=CC=C(C=C2)Cl)C2=C(C=C(C=C2)Cl)Cl